1-(3-(2-(methoxycarbonyl)-1-methylcyclopropyl)phenyl)-6-(trifluoromethoxy)-1H-indole-2-carboxylic acid COC(=O)C1C(C1)(C)C=1C=C(C=CC1)N1C(=CC2=CC=C(C=C12)OC(F)(F)F)C(=O)O